N-(7-((2-((tert-butyldimethylsilyl)oxy)ethoxy)methyl)-3-fluoro-7-hydroxy-4-methyl-8-oxo-5,6,7,8-tetrahydronaphthalen-1-yl)acetamide [Si](C)(C)(C(C)(C)C)OCCOCC1(CCC=2C(=C(C=C(C2C1=O)NC(C)=O)F)C)O